1-(aminomethyl)-cyclopropanol NCC1(CC1)O